N1=C(N=CC(=C1)O)C(=O)OSC 2-(methylthio) pyrimidin-5-olate